CSC1=C(C=CC=C1)P(N(C1=CC=CC=C1)P(C1=CC=C(C=C1)[Si](CCCC)(CCCC)CCCC)C1=C(C=CC=C1)SC)C1=CC=C(C=C1)[Si](CCCC)(CCCC)CCCC 1-(2-(methylthio)phenyl)-N-((2-(methylthio)phenyl)(4-(tributylsilyl)phenyl)phosphanyl)-N-phenyl-1-(4-(tributylsilyl)phenyl)phosphanamine